(R)-3,3,3-trifluoro-2-hydroxy-2-methyl-1-(6-(3-methyl-1H-pyrrolo[2,3-b]pyridin-5-yl)-8-((S)-pyrrolidin-2-yl)-3,4-dihydroisoquinolin-2(1H)-yl)propan-1-one FC([C@](C(=O)N1CC2=C(C=C(C=C2CC1)C=1C=C2C(=NC1)NC=C2C)[C@H]2NCCC2)(C)O)(F)F